6-chloro-1-(4-fluoro-2-isopropylphenyl)-3-(6-methoxy-2-methylpyridin-3-yl)-5-methyl-2,3-dihydroquinazolin-4(1H)-one ClC=1C(=C2C(N(CN(C2=CC1)C1=C(C=C(C=C1)F)C(C)C)C=1C(=NC(=CC1)OC)C)=O)C